C(C1=CC=CC=C1)OC(C=C(C=CC=C(CCC=C(CCC=C(C)C)C)C)C)=O 3,7,11,15-tetramethyl-2,4,6,10,14-hexadecapentaenoic acid benzyl ester